tert-Butyl 6-(3-chloro-6-(difluoromethyl)-2-fluorophenyl)-3-vinylpyrazine-2-carboxylate ClC=1C(=C(C(=CC1)C(F)F)C1=CN=C(C(=N1)C(=O)OC(C)(C)C)C=C)F